CC(C)(C1=CC=C(C=C1)C(C)(C)O)O α,α-dihydroxy-1,4-diisopropylbenzene